C12C3C4C5CC5C(C3C(C3CC31)C2)C4 hexacyclo[7.3.1.13,7.02,8.04,6.010,12]tetradecane